2-[[1-[(2-Chlorophenyl)methyl]-5-[3-(cyclobutoxy)phenyl]pyrazol-3-yl]methoxy]-2-methyl-propanoic acid ClC1=C(C=CC=C1)CN1N=C(C=C1C1=CC(=CC=C1)OC1CCC1)COC(C(=O)O)(C)C